[OH-].[Eu+3].[OH-].[OH-] Europium(III) hydroxide